C[C@@H](CC)N1C(=CC=C1CCOC1=C(C=C(C=C1)F)F)C(=O)NC=1C=C(C=CC1C(F)(F)F)[C@@H]1[C@@H](C1)C(=O)O (1R,2S)-2-{3-[({1-[(2S)-2-butanyl]-5-[2-(2,4-difluorophenoxy)ethyl]-1H-pyrrol-2-yl}carbonyl)amino]-4-(trifluoromethyl)phenyl}cyclopropanecarboxylic acid